FC(C(CC(CC)=O)=O)(F)F 1,1,1-trifluorohexane-2,4-dione